3-[1-(4-hydroxybutyl)-4-methyl 1H-benzotriazol-5-yl]propanoate OCCCCN1N=NC2=C1C=CC(=C2C)CCC(=O)[O-]